(S)-5-(4-((7-ethyl-6-oxo-5,6-dihydro-1,5-naphthyridin-3-yl)methyl)piperazin-1-yl)-N-(1-Hydroxypropan-2-yl)pyridineamide C(C)C=1C(NC=2C=C(C=NC2C1)CN1CCN(CC1)C=1C=CC(=NC1)C(=O)N[C@H](CO)C)=O